4-fluoro-2-(((2R,7aS)-2-fluorotetrahydro-1H-pyrrolizin-7a(5H)-yl)methoxy)-10-(2-hydroxyethyl)-8H,10H-7-oxa-1,3,6,10-tetraazaspiro[cyclohepta[de]naphthalene-9,1'-cyclopropan] FC1=CN=C2C=3C(=NC(=NC13)OC[C@]13CCCN3C[C@@H](C1)F)N(C1(CC1)CO2)CCO